(6-((5-bromo-2-((2-methoxy-5-(1-methyl-1H-pyrazol-4-yl)-4-(piperazin-1-yl)Phenyl)amino)pyrimidin-4-yl)amino)-2,3-dihydrobenzo[b][1,4]dioxin-5-yl)dimethylphosphorus oxide BrC=1C(=NC(=NC1)NC1=C(C=C(C(=C1)C=1C=NN(C1)C)N1CCNCC1)OC)NC1=C(C2=C(OCCO2)C=C1)P(C)(C)=O